4-hydroxy-8-methylquinoline-3-sulfonyl chloride OC1=C(C=NC2=C(C=CC=C12)C)S(=O)(=O)Cl